chloroethoxy(trimethyl)silane ClCCO[Si](C)(C)C